CC1=CC=C(C=C1)[S@](=O)/N=C/[C@@H]1CC[C@H](CC1)C (S)-4-Methyl-N-[(1E)-(trans-4-methylcyclohexyl)methylidene]benzenesulfinamide